2-amino-5-(1-methyl-1H-pyrazol-4-yl)-N-[(1S,2S)-2-({4-[1-(propan-2-yl)-1H-indol-5-yl]phenyl}methoxy)cyclopentyl]pyridine-3-carboxamide NC1=NC=C(C=C1C(=O)N[C@@H]1[C@H](CCC1)OCC1=CC=C(C=C1)C=1C=C2C=CN(C2=CC1)C(C)C)C=1C=NN(C1)C